CN([C@H]1CN(CC1)C=1C=CC=2N(C(C=C(N2)C=2C=C(C=3N(C2)C=C(N3)C)F)=O)C1)C 7-[(3R)-3-(dimethylamino)pyrrolidin-1-yl]-2-(8-fluoro-2-methylimidazo[1,2-a]pyridin-6-yl)-4H-pyrido[1,2-a]pyrimidin-4-one